N-(2-(((2-Hydroxyphenyl)amino)methyl)quinolin-8-yl)-4-(trifluoromethyl)benzenesulfonamide OC1=C(C=CC=C1)NCC1=NC2=C(C=CC=C2C=C1)NS(=O)(=O)C1=CC=C(C=C1)C(F)(F)F